NC1CCC(CC1)NC1=NC2=C(C=C(C=C2C=N1)C1=CC(=C(C=C1OC)NS(=O)(=O)C1=C(C=CC=C1)Cl)F)CC N-(4-(2-(((1r,4r)-4-aminocyclohexyl)amino)-8-ethylquinazolin-6-yl)-2-fluoro-5-methoxyphenyl)-2-chlorobenzene-sulfonamide